BrC1=CC=C(NC)C=C1 4-bromo-N-methyl-aniline